9,9',9'',9'''-(biphenyl-2,3,5,6-tetrayl)tetrakis(9H-carbazole) C1(=C(C(=CC(=C1N1C2=CC=CC=C2C=2C=CC=CC12)N1C2=CC=CC=C2C=2C=CC=CC12)N1C2=CC=CC=C2C=2C=CC=CC12)N1C2=CC=CC=C2C=2C=CC=CC12)C1=CC=CC=C1